C(CC1=CC=CC=C1)OC1=CC=C(C=C1)NC(=O)C=1C=C(C=CC1)C=1C=C(N=NC1)C(=O)O 5-(3-((4-phenethoxyphenyl)carbamoyl)phenyl)-pyridazine-3-carboxylic acid